2-[[4-[5-isobutyl-2-(2H-tetrazol-5-yl)phenyl]piperazin-1-yl]methyl]-3H-quinazolin-4-one C(C(C)C)C=1C=CC(=C(C1)N1CCN(CC1)CC1=NC2=CC=CC=C2C(N1)=O)C=1N=NNN1